3,3-difluoro-N,N-dimethylpiperidin-4-amine FC1(CNCCC1N(C)C)F